ClC1=CC=C(C=C1)NC=1C(C(C1NCCC1=NC=CC=C1)=O)=O 3-[(4-Chlorophenyl)amino]-4-{[2-(pyridin-2-yl)ethyl]amino}cyclobut-3-ene-1,2-dione